C(C)(=O)O[C@@H](COC1=C(C=C(C=C1)S(=O)(=O)C1=CC(=C(C=C1)OC[C@H](CN1C=NC=C1)OC(C)=O)Cl)Cl)CCl (S)-1-(4-((4-((S)-2-acetoxy-3-(1H-imidazol-1-yl)propoxy)-3-chlorophenyl)sulfonyl)-2-chlorophenoxy)-3-chloropropan-2-yl acetate